[N+](=O)([O-])C1=CC=C(C=C2C(C(CC2)=O)=CC2=CC=C(C=C2)[N+](=O)[O-])C=C1 di(p-nitrobenzylidene)cyclopentanone